CC1=C2C(C(=CN(C2=NC(=C1)N1CC(C1)S)C=1SC=CN1)C(=O)O)=O 5-methyl-4-oxo-7-(3-sulfanylazetidin-1-yl)-1-(1,3-thiazol-2-yl)-1,4-dihydro-1,8-naphthyridine-3-carboxylic acid